C1(CC1)C1(CN(C1)C1=NC=C(C=N1)NC(=O)N[C@@H](C(C)C)C=1OC2=C(C1C)C=C(C=C2)F)O (S)-1-(2-(3-cyclopropyl-3-hydroxyazetidin-1-yl)pyrimidin-5-yl)-3-(1-(5-fluoro-3-methylbenzofuran-2-yl)-2-methylpropyl)urea